[Ba+2].C(C=C)(=O)[O-].C(C=C)(=O)[O-] acrylic acid barium salt